OC1=CC=C(C=C2C(C3=CC(=CC=C3C2)O)=O)C=C1 2-(4-hydroxybenzylidene)-6-hydroxy-2,3-dihydro-1H-inden-1-one